NC1=NC=CC=C1C1=NC=2C(=NC(=CC2)N2CC(NCCC2)=O)N1C1=CC=C(CN2CCN(CC2)C2=NC=CC(=N2)C#N)C=C1 2-(4-(4-(2-(2-Aminopyridin-3-yl)-5-(3-oxo-1,4-diazepan-1-yl)-3H-imidazo[4,5-b]pyridin-3-yl)benzyl)piperazin-1-yl)pyrimidine-4-carbonitrile